C(CC1=CC=CC=C1)C1(CCNCC1)C=1SC=NN1 2-(4-phenethylpiperidin-4-yl)-1,3,4-thiadiazole